6-(2-(3-(3-Chloropyridin-2-yl)-5-cyclopropylisoxazol-4-yl)-7-azaspiro[3.5]non-1-en-7-yl)-4-methoxychinolin ClC=1C(=NC=CC1)C1=NOC(=C1C1=CC2(C1)CCN(CC2)C=2C=C1C(=CC=NC1=CC2)OC)C2CC2